C(CN1C(=NC2=C1C=CC(=C2)C(N)=O)C2=C(SC1=C2C(=NC=C1)OC)C(=O)O)N1C(=NC2=C1C=CC(=C2)C(N)=O)C2=C(SC1=C2C(=NC=C1)OC)C(=O)O 3,3'-(ethane-1,2-diylbis(5-carbamoyl-1H-benzo[d]imidazole-1,2-diyl))bis(4-methoxythieno[3,2-c]pyridine-2-carboxylic acid)